hydroxybenzeneOne OC1C(C=CC=C1)=O